CC1(OCC(CO1)N1CCN(CC1)CCC[C@H](C(C)C)N1CC(C1)C1=CC(=C2C=NN(C2=C1)C)C1=C(C(=O)N(C(C)C)CC)C=C(C=C1)F)C 2-(6-{1-[(3R)-6-[4-(2,2-dimethyl-1,3-dioxan-5-yl)piperazin-1-yl]-2-methylhexan-3-yl]azetidin-3-yl}-1-methyl-1H-indazol-4-yl)-N-ethyl-5-fluoro-N-(isopropyl)benzamide